CC(C=O)=CCC=1C(CCCC1C)(C)C 2-Methyl-4-(2,2,6-trimethyl-cyclohexen-1-yl)-2-butenal